(4-Chlorophenyl)(8-(2-(3,3-difluoroazetidin-1-yl)ethyl)-3-(3-methyl-1,2,4-thiadiazol-5-yl)-5,6-dihydro-[1,2,4]triazolo[4,3-a]pyrazin-7(8H)-yl)methanone ClC1=CC=C(C=C1)C(=O)N1C(C=2N(CC1)C(=NN2)C2=NC(=NS2)C)CCN2CC(C2)(F)F